(3S,5S)-2-amino-2-methyl-octadecane-3,5-diol NC(C)([C@H](C[C@H](CCCCCCCCCCCCC)O)O)C